3,4,5-trihydroxy-N-(2-((2-oxo-2-phenyl-1λ2-ethyl)amino)ethyl)benzamide OC=1C=C(C(=O)NCCN[C]C(C2=CC=CC=C2)=O)C=C(C1O)O